COC=1C=C(CN(C=2C=C(CN3C(CNCC3)=O)C=CC2)C2=CC(=CC=C2)N2CCOCC2)C=CC1 1-(3-((3-methoxybenzyl)(3-morpholinophenyl)amino)benzyl)piperazin-2-one